[K+].[K+].C(CCCCCCCC(=O)[O-])(=O)[O-] azelaic acid dipotassium salt